3,3-difluoropropyl acetate C(C)(=O)OCCC(F)F